rac-tert-butyl 2-(2-chloroacetyl)-4-ethylpyrrolidine-1-carboxylate ClCC(=O)C1N(CC(C1)CC)C(=O)OC(C)(C)C